(6-chloro-4-hydroxy-2,3-dihydro-1H-inden-2-yl)carbamic acid tert-butyl ester C(C)(C)(C)OC(NC1CC2=CC(=CC(=C2C1)O)Cl)=O